Cl.FC=1C=2N(C=C(C1)NC(=O)N1CCC=3C1=NC=CC3N3CCNC1(CC1)C3)C=C(N2)C N-(8-fluoro-2-methylimidazo[1,2-a]pyridin-6-yl)-4-(4,7-diazaspiro[2.5]octan-7-yl)-2,3-dihydro-1H-pyrrolo[2,3-b]pyridine-1-carboxamide hydrochloride